N-(prop-2-yn-1-yl-1,1-d2)benzamide C(C#C)([2H])([2H])NC(C1=CC=CC=C1)=O